6-Chloro-7-(2-fluorophenyl)-1-(2-isopropyl-4-methylpyridin-3-yl)-4-(6-(oxirane-2-carbonyl)-2,6-diazabicyclo[3.2.0]heptan-2-yl)pyrido[2,3-d]pyrimidin-2(1H)-one ClC1=CC2=C(N(C(N=C2N2C3CN(C3CC2)C(=O)C2OC2)=O)C=2C(=NC=CC2C)C(C)C)N=C1C1=C(C=CC=C1)F